FC(C(=O)NC1=CC(=C(C=C1)NC1=NNC(=C1)C1=CC=C(C=C1)O)C)(F)F 2,2,2-trifluoro-N-(4-((5-(4-hydroxyphenyl)-1H-pyrazol-3-yl)amino)-3-methylphenyl)acetamide